ClC1=C(C=C(C=C1)C1(CC1)C(=O)NC=1C=CC(=C(C(=O)OC)C1)C=1C=NN(C1)C1CCC1)F Methyl 5-({[1-(4-chloro-3-fluoro-phenyl) cyclopropyl] carbonyl} amino)-2-(1-cyclobutyl-1H-pyrazol-4-yl)benzoate